FC1=CC=C(C=C1)C=1C(C(=CN(C1CO)C)C(=O)NC1=CC=C(C=C1)OC1=CC=NC2=CC(=CN=C12)OC)=O 5-(4-fluorophenyl)-6-(hydroxymethyl)-N-[4-[(7-methoxy-1,5-naphthyridin-4-yl)oxy]phenyl]-1-methyl-4-oxopyridine-3-carboxamide